2-Nonylundecyl (S)-2-(((S)-(((2R,3S,5R)-5-(6-amino-2-fluoro-9H-purin-9-yl)-2-ethynyl-3-hydroxytetrahydrofuran-2-yl) methoxy)(phenoxy)phosphoryl)amino)-3-(3,5-difluorophenyl)propanoate NC1=C2N=CN(C2=NC(=N1)F)[C@H]1C[C@@H]([C@@](O1)(C#C)CO[P@](=O)(OC1=CC=CC=C1)N[C@H](C(=O)OCC(CCCCCCCCC)CCCCCCCCC)CC1=CC(=CC(=C1)F)F)O